C(CC=CCCC=CCCC=CC)O 3,7,11-Tridecatrien-1-ol